N,N-bis[3-(diethoxymethylsilyl)propyl]amine C(C)OC(OCC)[SiH2]CCCNCCC[SiH2]C(OCC)OCC